C(C)(C)(C)OC(=O)N[C@H](CC(=O)OCC)C (S)-ethyl 3-((tert-butoxycarbonyl)amino)butanoate